N-((3R,4S)-3-((S)-3-methoxypiperidin-1-yl)chroman-4-yl)-2-(trifluoromethyl)-1-((2-(trimethylsilyl)ethoxy)methyl)-1H-indol-4-amine CO[C@@H]1CN(CCC1)[C@H]1COC2=CC=CC=C2[C@@H]1NC=1C=2C=C(N(C2C=CC1)COCC[Si](C)(C)C)C(F)(F)F